Caesium hydrid [H-].[Cs+]